1-cyclopropyl-8,9-difluoro-N,N-dimethyl-5,6-dihydro-4H-pyrrolo[3,2,1-ij]quinolin-5-amine C1(CC1)C1=CN2CC(CC3=CC(=C(C1=C23)F)F)N(C)C